2-[(4-fluoro-3,5-diiodo-pyrazol-1-yl)methoxy]ethyl-trimethyl-silane FC=1C(=NN(C1I)COCC[Si](C)(C)C)I